N-[2-(1-Carbamoylpiperidin-4-yl)propan-2-yl]-1-[(4-fluorophenyl)methyl]-1H-indazole-3-carboxamide C(N)(=O)N1CCC(CC1)C(C)(C)NC(=O)C1=NN(C2=CC=CC=C12)CC1=CC=C(C=C1)F